N-Caffeoyl-O-METHYLTYRAMINE C(\C=C\C1=CC(O)=C(O)C=C1)(=O)NCCC1=CC=C(C=C1)OC